1-(5-chloro-2-ethoxy-4-methyl-3-morpholinophenyl)ethan-1-one ClC=1C(=C(C(=C(C1)C(C)=O)OCC)N1CCOCC1)C